C1=NC=C(C2=CC=CC=C12)N1C(N(C[C@@H]1C#N)C1CC(C1)C(F)(F)F)=O (R)-3-(isoquinolin-4-yl)-2-oxo-1-((1s,3S)-3-(trifluoromethyl)cyclobutyl)imidazolidine-4-carbonitrile